1-(4-(2,4-dichlorophenyl)-5-(isopropylthio)thiazol-2-yl)-4-(2,6-dimethylpyridin-4-yl)-3-methyl-1H-pyrazole-5-carboxylic acid ClC1=C(C=CC(=C1)Cl)C=1N=C(SC1SC(C)C)N1N=C(C(=C1C(=O)O)C1=CC(=NC(=C1)C)C)C